C(\C=C\C1=CC(=CC=C1)O)(=O)[O-] trans-3-coumarate